2-(2-((4-Methyl-4'-((4-methylpiperazin-1-yl)sulfonyl)-2'-(trifluoromethyl)-[1,1'-biphenyl]-3-yl)(propyl)amino)thiazol-4-yl)pyrimidine-4,6-diamine CC1=C(C=C(C=C1)C1=C(C=C(C=C1)S(=O)(=O)N1CCN(CC1)C)C(F)(F)F)N(C=1SC=C(N1)C1=NC(=CC(=N1)N)N)CCC